C(C)(=O)C1=C(C=C(C=C1)Cl)C=1C(=NN(C(C1)=O)[C@H](C(=O)NC1=CC=C(C(=O)OC(C)(C)C)C=C1)CC1=CC=CC=C1)OCC tert-butyl (S)-4-(2-(4-(2-acetyl-5-chlorophenyl)-3-ethoxy-6-oxopyridazin-1(6H)-yl)-3-phenylpropanamido)benzoate